tert-butyl (3S,4S)-3-fluoro-4-(1-(4-fluorobenzyl)cyclopropane-1-carboxamido)piperidine-1-carboxylate F[C@H]1CN(CC[C@@H]1NC(=O)C1(CC1)CC1=CC=C(C=C1)F)C(=O)OC(C)(C)C